OC1OCCN(C1)C1=C(C=CC=C1)CCC(C)=O 4-(2-hydroxymorpholinophenyl)butanone